C(N)(OCCN(C)C1=NC(=C(C(=C1C#N)C1CC1)C#N)SC(C(=O)N)C1=CC=CC=C1)=O 2-((6-((2-Amino-2-oxo-1-phenylethyl) thio)-3,5-dicyano-4-cyclopropylpyridin-2-yl)(methyl)amino)ethyl carbamate